2-(4-(8-((1-Aminocyclopropyl)methoxy)-4-((1,3-dioxoisoindolin-2-yl)methyl)-1-oxo-1,2-dihydro-phthalazin-6-yl)-1-methyl-1H-pyrazol-5-yl)-4-chloro-6-cyclopropyloxy-3-fluorobenzonitrile NC1(CC1)COC=1C=C(C=C2C(=NNC(C12)=O)CN1C(C2=CC=CC=C2C1=O)=O)C=1C=NN(C1C1=C(C#N)C(=CC(=C1F)Cl)OC1CC1)C